6-(4-((2R,6R)-1-acetyl-4-acryloyl-6-methylpiperazin-2-yl)-6-chloropyridin-2-yl)-2-cyclopropyl-N-methylpyrimidine-4-carboxamide C(C)(=O)N1[C@@H](CN(C[C@H]1C)C(C=C)=O)C1=CC(=NC(=C1)Cl)C1=CC(=NC(=N1)C1CC1)C(=O)NC